2,4,4,6,6-hexamethylcyclotrisilazane C[Si]1(N[Si](N[Si](N1)(C)C)(C)C)C